3-(2-fluoro-4-((4-(4-((4-((3-(methylsulfonyl)benzyl)amino)-5-(trifluoromethyl)pyrimidin-2-yl)amino)phenyl)piperazin-1-yl)methyl)phenyl)piperidine-2,6-dione FC1=C(C=CC(=C1)CN1CCN(CC1)C1=CC=C(C=C1)NC1=NC=C(C(=N1)NCC1=CC(=CC=C1)S(=O)(=O)C)C(F)(F)F)C1C(NC(CC1)=O)=O